ClC=1C=C(C=C(C1OCCCl)Cl)C(C)(C)C1=CC=C(C=C1)O 4-(1-(3,5-dichloro-4-(2-chloroethoxy)phenyl)-1-methyl-ethyl)phenol